(1R,3S)-3-[3-({[2-(methylsulfonyl) phenyl]acetyl} amino)-1H-pyrazol-5-yl]cyclopentyl (2S)-butan-2-ylcarbamate C[C@@H](CC)NC(O[C@H]1C[C@H](CC1)C1=CC(=NN1)NC(CC1=C(C=CC=C1)S(=O)(=O)C)=O)=O